OC/C(=C/CNC1=C2N=CN(C2=NC=N1)[C@H]1[C@H](O)[C@H](O)[C@H](O1)CO)/C 6-((E)-4-hydroxy-3-methylbut-2-enylamino)-9-β-D-ribofuranosylpurine